ClC1=C(C=CC(=C1)OC1=CC=C(C=C1)Cl)C(C(=O)OCC)(CN1N=CN=C1)O Ethyl 2-[2-chloro-4-(4-chlorophenoxy)phenyl]-2-hydroxy-3-(1,2,4-triazol-1-yl)propanoate